C(C)OC(=O)C1(CCC1)C1=NC(=CN=C1N)Cl (3-amino-6-chloropyrazin-2-yl)cyclobutane-1-carboxylic acid ethyl ester